NC1=NC=C(C=C1C=1C=C2CCNC(C2=CC1)=O)C1=CC=C(C=C1)N1CC(CC1)N(CC(F)(F)F)C 6-(2-amino-5-(4-(3-(methyl(2,2,2-trifluoroethyl)amino)pyrrolidin-1-yl)phenyl)pyridin-3-yl)-3,4-dihydroisoquinolin-1(2H)-one